ClC(=CC#N)C1=C(C=C(C=C1)F)F 3-chloro-3-(2,4-difluorophenyl)-acrylonitrile